1-(3-{5-[(R)-(1,3-dimethyl-azetidin-3-yl)-hydroxy-(4-isopropyl-phenyl)-methyl]-pyridin-3-yl}-[1,2,4]Oxadiazol-5-ylmethyl)-3,3-dimethyl-pyrrolidine-2,5-dione CN1CC(C1)(C)[C@@](C=1C=C(C=NC1)C1=NOC(=N1)CN1C(C(CC1=O)(C)C)=O)(C1=CC=C(C=C1)C(C)C)O